C12CN(CC(CC1)N2)C2=NC(=NC1=C(C(=C(C=C21)Cl)C=2C=CC=C1C=C(N=CC21)N)F)OCC21CCCN1CCC2 8-(4-(3,8-diazabicyclo-[3.2.1]octan-3-yl)-6-chloro-8-fluoro-2-((tetrahydro-1H-pyrrolizin-7a(5H)-yl)meth-oxy)quinazolin-7-yl)isoquinolin-3-amine